FC1=C(CN2C(C=CC3=C2N=C(N=C3)N[C@@H](C)C3=CC=C(C(=O)NC2CCOCC2)C=C3)=O)C(=CC=C1)F 4-[(1S)-1-{[8-(2,6-Difluorobenzyl)-7-oxo-pyrido[2,3-d]pyrimidin-2-yl]amino}ethyl]-N-(tetrahydro-2H-pyran-4-yl)benzamid